ClC1=CC=NC2=NC=CN=C21 8-Chloropyrido[2,3-b]pyrazine